1-methyl-3,5-bis(difluoromethyl)pyrazole CN1N=C(C=C1C(F)F)C(F)F